8-(2-fluorophenyl)-N-(6-morpholinylpyridin-3-yl)pyrido[4,3-d]pyrimidin-2-amine FC1=C(C=CC=C1)C1=CN=CC2=C1N=C(N=C2)NC=2C=NC(=CC2)N2CCOCC2